FC1=CC=C(C=C1)C1CN(CCO1)C(=O)C=1N=C(C2=C(N1)OC(=C2)C)NC2(CC2)C [2-(4-fluorophenyl)morpholine-4-carbonyl]-6-methyl-N-(1-methylcyclopropyl)furo[2,3-d]pyrimidin-4-amine